1-(3-(3-Bromophenyl)prop-2-yn-1-yl)-4-(5-(difluoromethyl)-1,3,4-oxadiazol-2-yl)pyridin-2(1H)-one BrC=1C=C(C=CC1)C#CCN1C(C=C(C=C1)C=1OC(=NN1)C(F)F)=O